COC(=O)N1C[C@@H](OCC1)CC1=C(N=C2N1C=CC(=C2)C)C2=C(C=C(C=C2F)C=2SC(C(N2)=O)=O)F (S)-2-((2-(4-(4,5-dioxo-4,5-dihydrothiazol-2-yl)-2,6-difluorophenyl)-7-methylimidazo[1,2-a]pyridin-3-yl)methyl)morpholine-4-carboxylic acid methyl ester